O1CC(C1)N1C(=NC2=C1C=CC=C2)C2=CC(=C(C1=C2CCO1)O)O 4-(1-(oxetan-3-yl)-1H-benzo[d]imidazol-2-yl)-2,3-dihydrobenzofuran-6,7-diol